C(\C=C\C(=O)O)(=O)O.C(C)OC([C@H](C)N[P@@](=O)(OCC1=CC=CC=C1)COCCN1C2=NC(=NC(=C2N=C1)OC)N)=O (S,S)-ethyl-2-((((2-(2-amino-6-methoxy-9H-purin-9-yl)-ethoxy) methyl)-(benzyloxy)-phosphoryl)-amino)-propionate monofumarate